ClC=1C=C(C=NC1)C1=NOC(=N1)C=1C=CC(NN1)=O 6-(3-(5-Chloropyridin-3-yl)-1,2,4-oxadiazol-5-yl)pyridazin-3(2H)-one